C(C)(C)(C)OC(=O)N1CCC(CC1)(C#N)CNC=1C=2N(C=C(N1)C1=C(C=NC=C1)F)C=C(N2)C(N)=O 4-{[2-Carbamoyl-6-(3-fluoro-pyridin-4-yl)-imidazo[1,2-a]pyrazin-8-ylamino]-methyl}-4-cyano-piperidine-1-carboxylic acid tert-butyl ester